NC1=NC=C(C(=C1)[S-])Cl.[Na+] Sodium 2-amino-5-chloropyridine-4-thiolate